CC=1C=C(C=CC1)N(C1=CC=CC=C1)C1=C(C(=C(C=C1)N(C1=CC=CC=C1)C1=CC=CC=C1)N(C1=CC(=CC=C1)C)C1=CC=CC=C1)N(C1=CC(=CC=C1)C)C1=CC=CC=C1 tris(3-methylphenyl-phenylamino)triphenylamine